C1(CC1)C=1NC(=NN1)C1CC2(CN(C2)C(=O)N2CC3(CN(C3)S(=O)(=O)NC3(CC3)C)C2)C1 6-[6-(5-cyclopropyl-4H-1,2,4-triazol-3-yl)-2-azaspiro[3.3]heptane-2-carbonyl]-N-(1-methylcyclopropyl)-2,6-diazaspiro[3.3]heptane-2-sulfonamide